FC1=C(C(=CC=C1)OC=1C(=NC2=C(C=CC=C2C1)F)C)C(C)(C)O 2-{2-fluoro-6-[(8-fluoro-2-methyl-quinolin-3-yl)oxy]phenyl}propan-2-ol